(6R,7R)-3-(acetoxymethyl)-8-oxo-7-(2-(thiophen-2-yl)acetamido)-5-thia-1-azabicyclo[4.2.0]oct-2-ene-2-carboxylic acid C(C)(=O)OCC1=C(N2C([C@H]([C@H]2SC1)NC(CC=1SC=CC1)=O)=O)C(=O)O